OC/C=C(/C(=O)OCCCCNC(C=CC1=CC=CC=C1)=O)\C 4-cinnamamidobutyl (E)-4-hydroxy-2-methylbut-2-enoate